N-(7-cyano-8-fluoro-6-(1-isopropyl-1H-pyrrole-2-yl)isoquinolin-3-yl)-2-fluorocyclopropan-1-carboxamide C(#N)C1=C(C=C2C=C(N=CC2=C1F)NC(=O)C1C(C1)F)C=1N(C=CC1)C(C)C